CN(CCC=1C(=CC(N(C1)[C@H](C(=O)N[C@@H](CC(=O)OCC)C=1C=C(C=C(C1)C)C1=C(C=C(C=C1C)F)CCCCC=C)CC=C)=O)C(F)(F)F)C Ethyl (S)-3-((S)-2-(5-(2-(dimethylamino)ethyl)-2-oxo-4-(trifluoromethyl)pyridin-1(2H)-yl)pent-4-enamido)-3-(4'-fluoro-2'-(hex-5-en-1-yl)-5,6'-dimethyl-[1,1'-biphenyl]-3-yl)propanoate